5-nitro-N-(1-phenyl-6-(3-(trifluoromethyl)phenyl)-1H-pyrazolo[3,4-d]pyrimidin-4-yl)thiophene-2-carboxamide [N+](=O)([O-])C1=CC=C(S1)C(=O)NC1=C2C(=NC(=N1)C1=CC(=CC=C1)C(F)(F)F)N(N=C2)C2=CC=CC=C2